1-tetradecyl β-D-glucopyranoside O([C@H]1[C@H](O)[C@@H](O)[C@H](O)[C@H](O1)CO)CCCCCCCCCCCCCC